CN(CCNCC[C@@H](OC1=C(C#N)C=CC(=N1)C)C1=CC=CC=C1)C (R)-2-(3-((2-(dimethylamino)ethyl)amino)-1-phenylpropoxy)-6-methyl-nicotinonitrile